tert-butyl (4R)-4-(hydroxymethyl)-2-methyl-1,3-oxazolidine-3-carboxylate OC[C@H]1N(C(OC1)C)C(=O)OC(C)(C)C